[N+](=O)([O-])/N=C(/NCCNCC1=NC2=C(C=CC=C2C=C1)NS(=O)(=O)C1=CC=C(C=C1)C(F)(F)F)\N (E)-N-(2-(((2-(2-Nitroguanidino)ethyl)amino)methyl)quinolin-8-yl)-4-(trifluoromethyl)benzenesulfonamide